(4-(1-methoxyethyl-4-(trifluoromethyl)-1H-imidazol-2-yl)phenyl)methanol COC(C)N1C(=NC(=C1)C(F)(F)F)C1=CC=C(C=C1)CO